2-chloro-N-((1R,2R,4S)-7-cyano-7-azabicyclo[2.2.1]heptan-2-yl)-4-(6-(difluoromethyl)-2-pyridinyl)benzamide ClC1=C(C(=O)N[C@H]2[C@H]3CC[C@@H](C2)N3C#N)C=CC(=C1)C1=NC(=CC=C1)C(F)F